N-(4-tert-butyl-6-phenoxy-5-vinyl-pyrimidin-2-yl)benzenesulfonamide C(C)(C)(C)C1=NC(=NC(=C1C=C)OC1=CC=CC=C1)NS(=O)(=O)C1=CC=CC=C1